NCC(C=1SC=C(N1)CO)NC(=O)C=1NC(=CC1)C=1N=NC(=CC1)C(F)(F)F N-(2-Amino-1-(4-(hydroxymethyl)thiazol-2-yl)ethyl)-5-(6-(trifluoromethyl)pyridazin-3-yl)-1H-pyrrole-2-carboxamide